C(CCCCCC(C)C)(=O)O Iso-nonanoic Acid